5-Chloro-6-cyano-pyridine-3-yl 2,4,6-tri-O-acetyl-3-deoxy-3-[4-(3,4-difluorophenyl)-1H-1,2,3-triazol-1-yl]-1-thio-α-D-galactopyranoside C(C)(=O)O[C@H]1[C@@H](SC=2C=NC(=C(C2)Cl)C#N)O[C@@H]([C@@H]([C@@H]1N1N=NC(=C1)C1=CC(=C(C=C1)F)F)OC(C)=O)COC(C)=O